C(C)OC(=O)C1=NN(C(=C1Cl)C(=O)OCC)CC(CN)(F)F 1-(3-amino-2,2-difluoro-propyl)-4-chloro-pyrazole-3,5-dicarboxylic acid diethyl ester